FC=1C=CC(=NC1)[C@@H](C)OC=1C=2N(C=C(C1)C=1C=NN(C1C)[C@@H]1CN(CCC1)C([C@@H](C)O)=O)N=CC2C#N 4-((R)-1-(5-fluoropyridin-2-yl)ethoxy)-6-(1-((S)-1-((R)-2-hydroxypropanoyl)piperidin-3-yl)-5-methyl-1H-pyrazol-4-yl)pyrazolo[1,5-a]pyridine-3-carbonitrile